methyl 6-(cyclopropanecarboxamido)-3-(5,6-dihydro-1,4-dioxin-2-yl)picolinate C1(CC1)C(=O)NC1=CC=C(C(=N1)C(=O)OC)C=1OCCOC1